3-(1,4-dimethyl-1H-benzo[d][1,2,3]triazol-5-yl)-3-(3-(((R)-2-ethyl-2,3-dihydro-[1,4]oxazepino[6,7-c]isoquinolin-4(5H)-yl)methyl)-4-methylphenyl)-2,2-dimethylpropanoic acid CN1N=NC2=C1C=CC(=C2C)C(C(C(=O)O)(C)C)C2=CC(=C(C=C2)C)CN2C[C@H](OC1=C(N=CC=3C=CC=CC13)C2)CC